(R)-8-(1-aminoethyl)-6-fluoro-3-methyl-2-(tetrahydro-2H-pyran-4-yl)quinazolin-4(3H)-on N[C@H](C)C=1C=C(C=C2C(N(C(=NC12)C1CCOCC1)C)=O)F